The molecule is a tetrahydroxyflavanone that is (2S)-flavanone substituted by hydroxy groups at positions 5, 7, 2' and 4' and a lavandulyl group at position 8. Isolated from Physena madagascariensis, it exhibits antibacterial activity. It has a role as a metabolite and an antibacterial agent. It is a tetrahydroxyflavanone and a member of 4'-hydroxyflavanones. CC(=C)CC[C@H](CC1=C2C(=C(C=C1O)O)C(=O)C[C@H](O2)C3=C(C=C(C=C3)O)O)C(=C)C